3-Mercapto-3-methyl-1-butanol SC(CCO)(C)C